ClCCC[Si](OCC)(OCC)OCC chloropropyltriethyloxysilane